3-methoxy-4-((4-((2'-methyl-3'-oxospiro[cyclopropane-1,1'-isoindolin]-4'-yl)methyl)-5-(trifluoromethyl)pyrimidin-2-yl)amino)-N-(7-methyl-7-azaspiro[3.5]nonan-2-yl)benzamide COC=1C=C(C(=O)NC2CC3(C2)CCN(CC3)C)C=CC1NC1=NC=C(C(=N1)CC1=C3C(N(C2(C3=CC=C1)CC2)C)=O)C(F)(F)F